2,2'-Azobis(isovaleronitril) N(=NC(C#N)C(C)C)C(C#N)C(C)C